mercapto-[1,1'-biphenyl] SC1=C(C=CC=C1)C1=CC=CC=C1